4,4'-iminobisbenzonitrile N(C1=CC=C(C#N)C=C1)C1=CC=C(C#N)C=C1